(R)-N1-(4-(6-chloro-5-fluoro-3,3-dimethylindolin-1-yl)-1,3,5-triazin-2-yl)-4-(3-(dimethylamino)pyrrolidin-1-yl)-6-methoxybenzene-1,3-diamine ClC1=C(C=C2C(CN(C2=C1)C1=NC(=NC=N1)NC1=CC(=C(C=C1OC)N1C[C@@H](CC1)N(C)C)N)(C)C)F